N,N-bis(3-(palmitamido)propyl)methylamine C(CCCCCCCCCCCCCCC)(=O)NCCCN(CCCNC(CCCCCCCCCCCCCCC)=O)C